ethyl (S)-4-(2-(4-(5-(3-cyano-5-fluorophenyl)-4,5-dihydro-1H-pyrazole-1-carbonyl)piperazin-1-yl)-5-fluoropyrimidin-4-yl)-5-methyl-1H-pyrazole-3-carboxylat C(#N)C=1C=C(C=C(C1)F)[C@@H]1CC=NN1C(=O)N1CCN(CC1)C1=NC=C(C(=N1)C=1C(=NNC1C)C(=O)OCC)F